5-pyrimidylboronic acid N1=CN=CC(=C1)B(O)O